N1-(3-chloro-4-fluorophenyl)-6-ethoxyisoquinoline-1,7-diamine ClC=1C=C(C=CC1F)NC1=NC=CC2=CC(=C(C=C12)N)OCC